5'-benzoyl-2'-chloro-6-fluoro-5-(2-methoxyethoxy)-4'-methyl-[1,1'-biphenyl]-2-carbonitrile C(C1=CC=CC=C1)(=O)C=1C(=CC(=C(C1)C=1C(=CC=C(C1F)OCCOC)C#N)Cl)C